O1COC2=C1C=CC(=C2)/C=C/C(=O)N(C2CSCC2)C2=NC=CC=C2 (E)-3-(1,3-Benzodioxol-5-yl)-N-(2-pyridyl)-N-tetrahydrothiophen-3-yl-prop-2-enamid